[5-(1-octylnonoxy)-5-oxo-pentyl] (2S,4S)-4-[3-(dimethylamino)propanoyloxy]-1-(6-oxo-6-undecoxy-hexyl)pyrrolidine-2-carboxylate CN(CCC(=O)O[C@H]1C[C@H](N(C1)CCCCCC(OCCCCCCCCCCC)=O)C(=O)OCCCCC(=O)OC(CCCCCCCC)CCCCCCCC)C